ClC1=CC=C(C=N1)CNC1=CC(=C(C=C1)F)F N-((6-chloropyridin-3-yl)methyl)-3,4-difluoroaniline